C(CNC(=O)C1=CC=CC=C1)(=O)O.N[C@@H](CC(C)C)C(=O)O leucine hippurate